O=C(CNC(\C=C\C1=CC=C(C=C1)C(F)(F)F)=O)N1CC(NCC1)=O (E)-N-[2-oxo-2-(3-oxopiperazin-1-yl)ethyl]-3-[4-(trifluoromethyl)phenyl]prop-2-enamide